NC1=C(C=CC(=C1)F)NC(C1=CC=C(C=C1)CC=1C(/C(/C=C1)=C/C1=CC(=CC=C1)OC)=O)=O N-(2-amino-4-fluorophenyl)-4-((E)-(3-((E)-3-methoxybenzylidene)-2-oxocyclopenta-dien-yl)methyl)benzamide